FC1=C(C=C(C=C1)C1=NOC(=C1)CO)OC (3-(4-Fluoro-3-methoxyphenyl)isoxazol-5-yl)methanol